5-(4-((4-((1,3-dioxolane-2-yl)methyl)piperidin-1-yl)methyl)piperidin-1-yl)-2-(2,6-dioxopiperidin-3-yl)isoindoline-1,3-dione O1C(OCC1)CC1CCN(CC1)CC1CCN(CC1)C=1C=C2C(N(C(C2=CC1)=O)C1C(NC(CC1)=O)=O)=O